methyl-4-[(1-methylcyclopropyl)amino]-N-pentylfurano[2,3-d]pyrimidine-5-carboxamide CC=1N=C(C2=C(N1)OC=C2C(=O)NCCCCC)NC2(CC2)C